BrC1=CC2=C(N(C3=C(O2)C=C(C=N3)Br)CCOCCBr)N=C1 3,7-dibromo-10-(2-(2-bromoethoxy)ethyl)-10H-dipyrido[3,2-b:2',3'-e][1,4]oxazine